ClC=1C=C(C=CC1)[C@@H]([C@H]1CCCC(N1C(=O)OC(C)(C)C)(C)C)O tert-Butyl (R)-6-((S)-(3-chlorophenyl)(hydroxy)methyl)-2,2-dimethylpiperidine-1-carboxylate